ClC=1C=C2C(=CC(=NC2=CC1)C(F)(F)F)NCC1N(CC1N1N=C(C=C1)F)C(=O)NC([2H])([2H])[2H] (((6-Chloro-2-(trifluoromethyl)quinolin-4-yl)amino)methyl)-3-(3-fluoro-1H-pyrazol-1-yl)-N-(methyl-d3)azetidine-1-carboxamide